tert-Butyl-3-[(8-Methyl-7-{[(2S)-tetrahydrofuran-2-ylmethyl]carbamoyl}-4,5-dihydro-2H-furo[2,3-g]indazol-2-yl)methyl]azetidin-1-carboxylat C(C)(C)(C)OC(=O)N1CC(C1)CN1N=C2C3=C(CCC2=C1)OC(=C3C)C(NC[C@H]3OCCC3)=O